FC1(CC2(CCCN2C1)CN)F (2,2-difluoro-tetrahydro-1H-pyrrolizin-7a-yl)methanamine